(2S,3S,4S,5S)-4-[[3-[2-(Difluoromethoxy)-4-fluorophenyl]-4,5-dimethyl-5-(trifluoromethyl)tetrahydrofuran-2-carbonyl]amino]-N-methyl-pyridin-2-carboxamid FC(OC1=C(C=CC(=C1)F)[C@H]1[C@H](O[C@@]([C@H]1C)(C(F)(F)F)C)C(=O)NC1=CC(=NC=C1)C(=O)NC)F